CNC(CC=1N=C(N(C1)C1=CC=CC=C1)NC(C1=CC(=CC=C1)C1=CC=NC=C1)=O)=O N-(4-(2-(methylamino)-2-oxoethyl)-1-phenyl-1H-imidazol-2-yl)-3-(pyridin-4-yl)benzamide